5-bromo-3,4-dihydroquinoline-1(2H)-carboxylic acid tert-butyl ester C(C)(C)(C)OC(=O)N1CCCC2=C(C=CC=C12)Br